ClCCCCCCOCCOCCC1(C(=O)N)CC=C(C(=O)NCC#C)C=C1 1-(2-(2-((6-Chlorohexyl)oxy)ethoxy)ethyl)-N4-(prop-2-yn-1-yl)terephthalamide